tert-butyl 6-(5-hydroxypyrazine-2-carbonyl)-8-(5-(1-(3-(tetrahydro-2H-pyran-4-yl)-1H-pyrazol-1-yl)ethyl)-1,2,4-oxadiazol-3-yl)-2,6-diazaspiro[3.4]octane-2-carboxylate OC=1N=CC(=NC1)C(=O)N1CC2(CN(C2)C(=O)OC(C)(C)C)C(C1)C1=NOC(=N1)C(C)N1N=C(C=C1)C1CCOCC1